OC(CO)C1=CC=CC(=N1)C1=CC=C(OC2=CC=C(C#N)C=C2)C=C1 4-(4-(6-(1,2-Dihydroxyethyl)pyridin-2-yl)phenoxy)benzonitril